Cobalt(II) Acetate C(C)(=O)[O-].[Co+2].C(C)(=O)[O-]